Trans-2-Hexenyl Pentanoate C(CCCC)(=O)OC\C=C\CCC